FC1(CCN(CC1)C1=NC2=CC(=C(C=C2C(=N1)NC(=O)NC)OC)C#CCN1CCCC1)F 1-(2-(4,4-difluoropiperidin-1-yl)-6-methoxy-7-(3-(pyrrolidin-1-yl)prop-1-yn-1-yl)quinazolin-4-yl)-3-methylurea